C1(=CC(=C(C=C1)C(=O)O)C(=O)O)C1=CC(=C(C=C1)C(=O)O)C(=O)O.[Na].[Na].[Na].[Na] tetrasodium 3,3',4,4'-biphenyltetracarboxylic acid